ClS(=O)(=O)N1C[C@@H]2[C@H](C1)CC(C2)NC(OC(C)(C)C)=O tert-butyl ((3aR,5s,6aS)-2-(chloro sulfonyl) octahydrocyclopenta[c]pyrrol-5-yl)carbamate